BrC=1C(=NC=CC1)NC1=CC(NC(C1)(C)C)=O 4-((3-bromopyridin-2-yl)amino)-6,6-dimethyl-5,6-dihydropyridin-2(1H)-one